(1-((2,6,8-trioxaspiro[3.5]nonan-7-yl)methyl)-1H-pyrazol-4-yl)-8-chloro-7-((2-methyl-1H-benzo[d]imidazol-6-yl)oxy)quinoxaline C1OCC12COC(OC2)CN2N=CC(=C2)C2=NC1=C(C(=CC=C1N=C2)OC=2C=CC1=C(NC(=N1)C)C2)Cl